(4Z)-6,6-dibutoxy-4-hexenylphosphine C(CCC)OC(\C=C/CCCP)OCCCC